C(C1=CC=CC=C1)ON[C@@H](CC(=O)O)CC1=C(C=C(C(=C1)F)F)F (3R)-N-benzyloxy-3-amino-4-(2,4,5-trifluorophenyl)butanoic acid